isononyl citrate C(CC(O)(C(=O)[O-])CC(=O)[O-])(=O)OCCCCCCC(C)C